3-(DIMETHYLAMINO)PROPYL BIS(10-(DIDECYLAMINO)-10-OXODECYL)CARBAMATE C(CCCCCCCCC)N(C(CCCCCCCCCN(C(OCCCN(C)C)=O)CCCCCCCCCC(N(CCCCCCCCCC)CCCCCCCCCC)=O)=O)CCCCCCCCCC